6-[4-(1-methyl-1H-imidazol-2-yl)piperidin-1-yl]-2-azaspiro[3.3]heptane-2-carboxylic acid ethyl ester C(C)OC(=O)N1CC2(C1)CC(C2)N2CCC(CC2)C=2N(C=CN2)C